2-amino-3-(5-methyl-1H-indazol-4-yl)-5-(pyridin-4-yl)benzamide NC1=C(C(=O)N)C=C(C=C1C1=C2C=NNC2=CC=C1C)C1=CC=NC=C1